2,4-dihydroxy-3-[(1R,6R)-3-methyl-6-(1-methylethenyl)-2-cyclohexen-1-yl]-6-propyl-benzoic acid OC1=C(C(=O)O)C(=CC(=C1[C@@H]1C=C(CC[C@H]1C(=C)C)C)O)CCC